ethyl 8-(5-chloro-3-fluoropyridin-2-yl)-6,9-dioxo-5-(4-(trifluoromethyl) benzyl)-5,8-diazaspiro[3.5]nonane-2-carboxylate ClC=1C=C(C(=NC1)N1CC(N(C2(CC(C2)C(=O)OCC)C1=O)CC1=CC=C(C=C1)C(F)(F)F)=O)F